ClC1=NC=CC(=C1)OCCOC 2-chloro-4-(2-methoxyethoxy)pyridine